FC1=C(OCC(=O)NCCOCCOCC(=O)N2CCN(CC2)C=2C=C3C(N(C(C3=CC2F)=O)C2C(NC(CC2)=O)=O)=O)C(=CC=C1F)C=1N=C(SC1)N1CCOCC1 2-(2,3-difluoro-6-(2-morpholinothiazol-4-yl)phenoxy)-N-(2-(2-(2-(4-(2-(2,6-dioxopiperidin-3-yl)-6-fluoro-1,3-dioxoisoindolin-5-yl)piperazin-1-yl)-2-oxoethoxy)ethoxy)ethyl)acetamide